[Si]([O-])([O-])([O-])[O-] anti-silicate